C(C(C)(C)C)NNC(C1=C(C=C(C=C1)/C(=C/C(C(F)(F)F)C1=CC(=C(C(=C1)Cl)Cl)Cl)/F)C(F)(F)F)=O (Z)-N'-neopentyl-4-(1,4,4,4-tetrafluoro-3-(3,4,5-trichlorophenyl)but-1-en-1-yl)-2-(trifluoromethyl)benzoyl-hydrazine